COC1=C(CNS(=O)(=O)C2=C(C=CC(=C2)[N+](=O)[O-])F)C=CC(=C1)OC N-(2,4-dimethoxybenzyl)-2-fluoro-5-nitrobenzenesulfonamide